OC(COC)(COC)C1=CC(=NC=C1)N1N=CC(=C1)S(=O)(=O)NC=1C=CC=C2C=NN(C12)C 1-(4-(2-HYDROXY-1,3-DIMETHOXYPROPAN-2-YL)PYRIDIN-2-YL)-N-(1-METHYL-1H-INDAZOL-7-YL)-1H-PYRAZOLE-4-SULFONAMIDE